2'-chloro-N-(5-[(4-hydroxycyclohexyl)amino]-[1,3]thiazolo[5,4-d]pyrimidin-2-yl)-5'-methoxy-6-methyl-[4,4'-bipyridine]-3-carboxamide ClC1=NC=C(C(=C1)C1=C(C=NC(=C1)C)C(=O)NC=1SC=2N=C(N=CC2N1)NC1CCC(CC1)O)OC